ClC1=C(C=CC=C1Cl)C1=NC2=CC=CC=C2C(=C1N)OCC (2,3-dichlorophenyl)-4-ethoxyquinolin-3-amine